C[Zr](C1(C(=C(C(=C1C)C)C)C)C)(C1(C(=C(C(=C1C)C)C)C)C)C dimethyl-bis(pentamethylcyclopentadienyl)zirconium (IV)